[3-maleimidopropyloxy]-N-hydroxysuccinimide C1(C=CC(N1CCCOC1C(=O)N(C(C1)=O)O)=O)=O